N-(1-((4-(6-(2,6-dimethylmorpholino)pyridin-2-yl)thiazol-2-yl)amino)-3-(methoxy-d3)-1-oxopropan-2-yl-3,3-d2)-1-(methylsulfonyl)-1H-pyrrole-3-carboxamide CC1OC(CN(C1)C1=CC=CC(=N1)C=1N=C(SC1)NC(C(C([2H])([2H])OC([2H])([2H])[2H])NC(=O)C1=CN(C=C1)S(=O)(=O)C)=O)C